BrC=1C(=NN2C1CN(CCCC2)C(=O)OC(C)(C)C)C(N(C)C)=O tert-butyl 3-bromo-2-(dimethylcarbamoyl)-6,7,8,9-tetrahydropyrazolo[1,5-a][1,4]diazocine-5(4H)-carboxylate